FC1=C2C(NC(N(C2=CC=C1)CC1=CC(=C(C=C1)F)C(=O)N1CCN(CC1)C1=CC=C(C=C1)NC1=NC=C2C(=N1)N(N(C2=O)C2=CC=NC=C2)C)=O)=O 5-fluoro-1-[[4-fluoro-3-[4-[4-[[1-methyl-3-oxo-2-(4-pyridyl)pyrazolo[3,4-d]pyrimidin-6-yl]amino]phenyl]piperazine-1-carbonyl]phenyl]methyl]quinazoline-2,4-dione